ClC1=NC(=C(C(=N1)C1=CC(=CC(=C1)OC)OC)C1=C(C=CC=C1F)F)C 2-chloro-5-(2,6-difluorophenyl)-4-(3,5-dimethoxyphenyl)-6-methyl-pyrimidine